1-METHYL-1H-PYRROLE-2-ACETALDEHYDE CN1C(=CC=C1)CC=O